COC(C1=C(C=CC(=C1)OCC1=CC(=CC=C1)CBr)C(F)(F)F)=O 5-((3-(bromomethyl)benzyl)oxy)-2-(trifluoromethyl)benzoic acid methyl ester